ethyl-3-ethoxy-3-iminopropanoic acid hydrochloride Cl.C(C)C(C(=O)O)C(=N)OCC